tert-butyl 4-[2-[[[(1S,2R,5S)-6,6-dimethylbicyclo[3.1.1]heptan-2-yl]methyl]amino]-2-oxoethyl]piperidine-1-carboxylate CC1([C@H]2CC[C@H]([C@@H]1C2)CNC(CC2CCN(CC2)C(=O)OC(C)(C)C)=O)C